C(CCC)C=1C(OC2=CC(=CC=C2C1C)OCC1=C(C=CC=C1)/C(/C(=O)OC)=C\OC)=O (E)-methyl 2-(2-((3-butyl-4-methyl-coumarin-7-yl-oxy) methyl) phenyl)-3-methoxyacrylate